C(C)(C)(C)[Si](C(C(O)[C@H]1OC(O[C@H]1C(O)C1=CN(C2=C1N=CN=C2OC)COCC2=CC=CC=C2)(C)C)=O)(C)C |r| 2-[tert-butyl-(dimethyl)silyl]oxo-1-[rac-(4R,5S)-5-[[5-(benzyloxymethyl)-4-methoxy-pyrrolo[3,2-d]pyrimidin-7-yl]-hydroxy-methyl]-2,2-dimethyl-1,3-dioxolan-4-yl]ethanol